C(C)OC(=O)C1=CC2=C(N=C(S2)CC2=CC=CC=C2)N1C benzyl-4-methyl-4H-pyrrolo[2,3-d]Thiazole-5-carboxylic acid ethyl ester